ClC1=C(C(=O)N2COC3=C(C2)C=CC=C3C3=CC(=C(C(=O)OC)C=C3F)N3C2COCC3CC2)C(=CC(=C1)N1CC2(C1)CC(C2)C#N)Cl methyl 4-[3-[2,6-dichloro-4-(6-cyano-2-azaspiro[3.3]heptan-2-yl)benzoyl]-2,4-dihydro-1,3-benzoxazine-8-yl]-5-fluoro-2-(3-oxa-8-azabicyclo[3.2.1]octan-8-yl)benzoate